2-methyl-pentane CC(C)CCC